NC1=C(C=CC=C1)NC1CCC(CC1)O (1s,4s)-4-((2-aminophenyl)amino)cyclohexan-1-ol